2-[3,5-dichloro-4-([3-propyl-1H-pyrrolo[3,2-b]-pyridin-5-yl]oxy)phenyl]-3,5-dioxo-4H-1,2,4-triazine-6-carbonitrile ClC=1C=C(C=C(C1OC1=CC=C2C(=N1)C(=CN2)CCC)Cl)N2N=C(C(NC2=O)=O)C#N